C(C)OC(CC1(CC1)OCC)OCC 1-(2,2-diethoxyethyl)-1-ethoxycyclopropane